7-bromo-N-(4-(chlorodifluoromethoxy)phenyl)-6-fluoro-1-isopropyl-1H-benzo[d]imidazole-5-carboxamide BrC1=C(C(=CC2=C1N(C=N2)C(C)C)C(=O)NC2=CC=C(C=C2)OC(F)(F)Cl)F